C(C)[C@H]1[C@](C1)(C=1C=C(C=CC1)C)NS(=O)(=O)C1=CC=C(C=C1)OC(F)(F)F N-((1R,2R)-2-ethyl-1-(m-tolyl)cyclopropyl)-4-(trifluoromethoxy)benzenesulfonamide